N1C=CC=C2C=CC(=C12)O [1]pyrindin-7-ol